C1(CC1)NC(C1=C(C(=C(C(=C1)CC1=C(C(=NC=C1)NS(NCC)(=O)=O)F)F)F)NC1=C(C=C(C=C1)I)F)=O N-Cyclopropyl-5-[[2-(ethylsulfamoylamino)-3-fluoropyridin-4-yl]methyl]-3,4-difluoro-2-(2-fluoro-4-iodoanilino)benzamide